7-(methylamino)quinoline-6-carboxylic acid methyl ester COC(=O)C=1C=C2C=CC=NC2=CC1NC